2,4-dihydroxy-5-isopropyl-N-methylbenzamide OC1=C(C(=O)NC)C=C(C(=C1)O)C(C)C